4-ethoxy-1-methyl-1H-benzo[d]imidazole-6-carboxylic acid C(C)OC1=CC(=CC=2N(C=NC21)C)C(=O)O